2-[6-(4-methanesulfonyl-benzyl)-2-azaspiro[3.3]heptane-2-carbonyl]-7-oxa-2,5-diazaspiro[3.4]octan-6-one CS(=O)(=O)C1=CC=C(CC2CC3(CN(C3)C(=O)N3CC4(C3)NC(OC4)=O)C2)C=C1